COC(CC#C)=O but-3-ynoic acid methyl ester